Cl.C(C1=CC=CC=C1)[N+]1=CC=CC=C1 1-benzylpyridin-1-ium hydrochloride